propylsulfanylphenethylamine C(CC)SNCCC1=CC=CC=C1